CC1=CC=CC=C1C(C2=CC=CC=C2)OCCN(C)C The molecule is a tertiary amino compound which is the phenyl-o-tolylmethyl ether of 2-(dimethylamino)ethanol. It has a role as a NMDA receptor antagonist, a H1-receptor antagonist, an antiparkinson drug, a parasympatholytic, a muscle relaxant, a muscarinic antagonist and an antidyskinesia agent. It is a tertiary amino compound and an ether.